ClC1=CC=C(C(=N1)C1=NN(C=N1)C)NC(C)C=1C=2C3=C(N(C(C2C=C(C1)C)=O)C)N(N=C3)C3CN(CCC3)CCO 9-[1-[[6-chloro-2-(1-methyl-1,2,4-triazol-3-yl)-3-pyridinyl]amino]ethyl]-3-[1-(2-hydroxyethyl)-3-piperidinyl]-4,7-dimethyl-pyrazolo[3,4-c]isoquinolin-5-one